(R)-2-methyl-N-[(3R)-spiro[3H-benzofuran-2,4'-piperidin]-3-yl]propane-2-sulfinamide CC(C)(C)[S@@](=O)N[C@@H]1C2=C(OC13CCNCC3)C=CC=C2